(E)-5-cyclopropyl-1-(2-((1,3-dioxoisoindolin-2-yl)methyl)-3-fluoroallyl)-2-(3-fluorophenyl)-1,2,6,7-tetrahydro-3H-pyrazolo[4,3-c]pyridin-3,4(5H)-dione C1(CC1)N1C(C2=C(CC1)N(N(C2=O)C2=CC(=CC=C2)F)C\C(=C\F)\CN2C(C1=CC=CC=C1C2=O)=O)=O